N1=CC=CC2=CC=C3C(=C12)C(=CC=C3)[O-].N3=CC=CC1=CC=C2C(=C31)C(=CC=C2)[O-].[Be+2] beryllium bis(benzoquinoline-10-olate)